C1(CCC1)C1=CC=NC=2N1N=C(C2C(=O)N)C2=CC=C1C=CC(=NC1=C2)C2=CC=CC=C2 7-cyclobutyl-2-(2-phenylquinolin-7-yl)pyrazolo[1,5-a]pyrimidine-3-carboxamide